2-(4-fluorophenyl)-7,7-dimethyl-1,3-dioxo-2,3,5,12b-tetrahydro-1h,7h-chromeno[4,3-c][1,2,4]triazolo[1,2-a]pyridazin-10-yl phosphate P(=O)(OC=1C=CC2=C(C1)OC(C=1C2N2N(CC1)C(N(C2=O)C2=CC=C(C=C2)F)=O)(C)C)([O-])[O-]